2-((4-(((S)-2-hydroxy-1-phenylethyl)amino)-5-(3-(quinuclidin-4-yl)-1,2,4-oxadiazol-5-yl)pyrimidin-2-yl)amino)-7,8,8-trimethyl-7,8-dihydro-5H-pyrano[4,3-b]pyridin-5-one OC[C@H](C1=CC=CC=C1)NC1=NC(=NC=C1C1=NC(=NO1)C12CCN(CC1)CC2)NC2=CC=C1C(=N2)C(C(OC1=O)C)(C)C